4-(3-((1r,4r)-4-hydroxycyclohexyl)-1-(tetrahydro-2H-pyran-2-yl)-1H-indazol-5-yl)pyridin-2(1H)-one OC1CCC(CC1)C1=NN(C2=CC=C(C=C12)C1=CC(NC=C1)=O)C1OCCCC1